4-(4,7-diazaspiro[2.5]octan-7-yl)-5-(trifluoromethyl)pyridin-3-amine C1CC12NCCN(C2)C2=C(C=NC=C2C(F)(F)F)N